CCCC#CC#C Heptadiyne